C(C)(C)(C)OC(=O)N[C@H](C(=O)OCC(F)(F)F)CC=1C=NC(=CC1)C1=CC=CC=C1 2,2,2-trifluoroethyl (S)-2-((tert-butoxycarbonyl)amino)-3-(6-phenylpyridin-3-yl)propanoate